(2S,5S)-9-((R*)-amino(phenyl)methyl)-5-(((tert-butyldiphenylsilyl)oxy)methyl)-2-isopropyl-1-methyl-1,4,5,6-tetrahydrobenzo[e][1,4]diazocin N[C@@H](C=1C=CC2=C(N(C(=CN[C@@H](C2)CO[Si](C2=CC=CC=C2)(C2=CC=CC=C2)C(C)(C)C)C(C)C)C)C1)C1=CC=CC=C1 |o1:1|